CN1[C@H]2CN([C@@H](C1)C2)C=2C(=C(N)C=CC2)[N+](=O)[O-] 3-((1R,4R)-5-methyl-2,5-diazabicyclo[2.2.1]heptan-2-yl)-2-nitroaniline